N-[(6-Amino-2-pyridyl)sulfonyl]-6-(3-fluoro-5-isobutoxyphenyl)-2-(2-tetrahydropyran-4-ylethoxy)pyridin-3-carboxamid NC1=CC=CC(=N1)S(=O)(=O)NC(=O)C=1C(=NC(=CC1)C1=CC(=CC(=C1)OCC(C)C)F)OCCC1CCOCC1